C12CCCC(CCC1)N2 9-azabicyclo-[3.3.1]nonane